[Cl-].CO[Si](OC)(OC)CCCC(CC[NH+](C)C)CCCCCCCCCCC 3-(trimethoxysilylpropyl)dimethyltetradecylammonium chloride